NC=1C=2N(C3=CC(=C(C=C3N1)F)C(=O)N(CC1=NN(C=C1)C1=CC=CC=C1)C)C=NC2 4-amino-7-fluoro-N-methyl-N-((1-phenyl-1H-pyrazol-3-yl)methyl)imidazo[1,5-a]quinoxaline-8-carboxamide